3-(iodomethyl)oxolane ICC1COCC1